1-(1,3-dihydro-2H-isoindol-2-yl)-2-[(6-fluoropyridin-2-yl)sulfanyl]ethanone C1N(CC2=CC=CC=C12)C(CSC1=NC(=CC=C1)F)=O